CCCCCCCCCCCCCCC(=O)OC[C@H](COP(=O)(O)OC[C@@H](C(=O)O)N)OC(=O)CCCCCCC/C=C\CCCCCC 1-pentadecanoyl-2-(9Z-hexadecenoyl)-glycero-3-phosphoserine